6-(6-(methyl(1,2,2,6,6-pentamethylpiperidin-4-yl)amino)pyridazin-3-yl)quinolin-7-ol CN(C1=CC=C(N=N1)C=1C=C2C=CC=NC2=CC1O)C1CC(N(C(C1)(C)C)C)(C)C